(3R)-6-bromo-2-[(4-chloro-2-methanesulfonylphenyl)methyl]-3-(4-chlorophenyl)-4-fluoro-3-{[1-(hydroxymethyl)cyclopropyl]methoxy}-2,3-dihydro-1H-isoindol-1-one BrC1=CC(=C2[C@](N(C(C2=C1)=O)CC1=C(C=C(C=C1)Cl)S(=O)(=O)C)(OCC1(CC1)CO)C1=CC=C(C=C1)Cl)F